4-(4-(4-acryloylpiperazin-1-yl)-2-((1-methylpyrrolidin-2-yl)methoxy)-5,6,7,8-tetrahydroquinazolin-7-yl)naphthalen-2-yl acrylate C(C=C)(=O)OC1=CC2=CC=CC=C2C(=C1)C1CCC=2C(=NC(=NC2C1)OCC1N(CCC1)C)N1CCN(CC1)C(C=C)=O